2-(trifluoromethyl)-1H-benzo[d]imidazole-4-carboxylic acid FC(C1=NC2=C(N1)C=CC=C2C(=O)O)(F)F